CN(C1(CCC2(CN(C(N2)=O)CC2=CC(=NC=C2)N2CCNCC2)CC1)C1=CC=CC=C1)C cis-8-dimethylamino-8-phenyl-3-[(2-piperazin-1-yl-pyridin-4-yl)-methyl]-1,3-diazaspiro[4.5]decan-2-one